C(C(C)(C)C)N1CCC2(CC1)CCNCC2 3-Neopentyl-3,9-diazaspiro[5.5]undecane